p-bis(ethynyl)benzene C(#C)C1=CC=C(C=C1)C#C